7-butyryl-8-benzyloxyquinolone C(CCC)(=O)C1=CC=C2C=CC(NC2=C1OCC1=CC=CC=C1)=O